7-((5-(4-(difluoromethyl)pyrimidin-2-yl)-6-methylpyridin-2-yl)amino)-5-azaspiro[2.4]heptane-5-carboxylic acid tert-butyl ester C(C)(C)(C)OC(=O)N1CC2(CC2)C(C1)NC1=NC(=C(C=C1)C1=NC=CC(=N1)C(F)F)C